2-(((6-(benzyloxy)hexyl)oxy)methyl)-2-(hydroxymethyl)propane-1,3-diol C(C1=CC=CC=C1)OCCCCCCOCC(CO)(CO)CO